OC1CC(C1)NC(OC(C)(C)C)=O tert-butyl ((1r,3r)-3-hydroxycyclobutanyl)carbamate